(S)-1-(3-(benzothien-3-yl)-2-(dimethylamino)propyl)-3-((S)-1-(thien-3-yl)propan-2-yl)urea S1C=C(C2=C1C=CC=C2)C[C@@H](CNC(=O)N[C@H](CC2=CSC=C2)C)N(C)C